tetraethylammonium 1-amino-5-(2-aminoacetamido)pentanesulfonate NC(CCCCNC(CN)=O)S(=O)(=O)[O-].C(C)[N+](CC)(CC)CC